4-(4-(2-methyl-1,3-dioxolan-2-yl)butoxy)piperidine-1-carboxylic acid tert-butyl ester C(C)(C)(C)OC(=O)N1CCC(CC1)OCCCCC1(OCCO1)C